C(=O)(O)C1=C(C(=O)NNC(C2=C(C=CC=C2)C(=O)O)=O)C=CC=C1 1,2-bis(2-carboxyl-benzoyl)hydrazine